3-[difluoro(methoxy)methyl]-6-[6-[rac-(1R)-1-(difluoromethyl)propoxy]-3-pyridyl]-[1,2,4]triazolo[4,3-a]pyrazine FC(C1=NN=C2N1C=C(N=C2)C=2C=NC(=CC2)O[C@H](CC)C(F)F)(OC)F |r|